3-(2-aminoethylammonio)propyltrimethoxysilane NCC[NH2+]CCC[Si](OC)(OC)OC